4-(7-(3-Aminopiperidin-1-yl)-3-(1-methyl-1H-indazol-5-yl)-3H-imidazo[4,5-b]pyridin-2-yl)-2-fluorobenzonitrile NC1CN(CCC1)C1=C2C(=NC=C1)N(C(=N2)C2=CC(=C(C#N)C=C2)F)C=2C=C1C=NN(C1=CC2)C